NC1=NC(=CC(=N1)N1CCC2(C[C@H](NC2)C(=O)OCC)CC1)O[C@@H](C(F)(F)F)C1=C(C=C(C=C1)Cl)C1=CC(=CC=C1)C(N(CC)CC)=O (S)-ethyl 8-(2-amino-6-((R)-1-(5-chloro-3'-(diethylcarbamoyl)-[1,1'-biphenyl]-2-yl)-2,2,2-trifluoroethoxy)pyrimidin-4-yl)-2,8-diazaspiro[4.5]decane-3-carboxylate